(E)-N-((5-fluoro-6-(2-(isoxazol-3-yl)vinyl)-1H-indol-2-yl)methyl)-1-methylcyclopropane-1-carboxamide FC=1C=C2C=C(NC2=CC1\C=C\C1=NOC=C1)CNC(=O)C1(CC1)C